FC(C=1C(=C(C=CC1F)[C@H]1[C@H](O[C@]([C@@H]1C)(C(F)(F)F)C)C(=O)NC1=CC(=NC=C1)C(=O)N)OC)F (2S,3S,4R,5R)-4-[[3-[3-(Difluoromethyl)-4-fluoro-2-methoxy-phenyl]-4,5-dimethyl-5-(trifluoromethyl)tetrahydrofuran-2-carbonyl]amino]pyridin-2-carboxamid